CN1C(=CC(C2=CC=CC=C12)=O)C(F)(F)F 1-methyl-4-oxo-2-(trifluoromethyl)-1,4-dihydroquinoline